C(C)N1C2=C([C@H]([C@H](C1=O)NC(C1=CC(=CC=C1)C(F)(F)F)=O)C1=CC=C(C=C1)F)C(=NN2C2COC2)C(=O)O |r| rac-(4R,5R)-7-ethyl-4-(4-fluorophenyl)-1-(oxetan-3-yl)-6-oxo-5-(3-(trifluoromethyl)benzamido)-4,5,6,7-tetrahydro-1H-pyrazolo[3,4-b]pyridine-3-carboxylic acid